2-amino-3-morpholinopropane-1-ol NC(CO)CN1CCOCC1